CC1=C(C(=CC=C1)C)C1=NC=2NS(C=3C=CC=C(C(NC[C@H](OC(=C1)N2)C2=CC=C(C=C2)[Si](C)(C)C)=O)C3)(=O)=O |r| Racemic-6-(2,6-dimethylphenyl)-2,2-dioxo-10-(4-trimethylsilylphenyl)-9-oxa-2λ6-thia-3,5,12,19-tetrazatricyclo[12.3.1.14,8]nonadeca-1(18),4(19),5,7,14,16-hexaen-13-one